C(C)(C)(C)OC(=O)N1CCN(CC1)C1=CC=C(N=N1)C(=O)OC methyl 6-[4-(tert-butoxycarbonyl)piperazin-1-yl]pyridazine-3-carboxylate